(S)-2-Amino-3-(1-(tert-butoxycarbonyl)-4-fluoro-1H-indol-3-yl)propanoic acid N[C@H](C(=O)O)CC1=CN(C2=CC=CC(=C12)F)C(=O)OC(C)(C)C